C1(CC1)OC(COC1OCCCC1)(C1=CC=CC=C1)C1=NC(=NC2=CC=C(C=C12)C=1C2=C(C(N(C1)C)=O)NC=C2)N2CCC(CC2)N2CCC(CC2)(O)C#C 4-{4-[1-cyclopropoxy-2-(oxan-2-yloxy)-1-phenylethyl]-2-{4-ethynyl-4-hydroxy-[1,4'-bipiperidine]-1'-yl}quinazolin-6-yl}-6-methyl-1H,6H,7H-pyrrolo[2,3-c]pyridin-7-one